C1OC(OCC12CCNCC2)CCN(C2=CC(=C(C#N)C=C2)F)CC2=CC(=C(C=C2)OC)F 4-((2-(2,4-dioxa-9-azaspiro[5.5]undecan-3-yl)ethyl)(3-fluoro-4-methoxybenzyl)amino)-2-fluorobenzonitrile